prop-1-en-1,3-sultone C1=CCOS1(=O)=O